(1S,3S)-3-((6-(5-chloro-3-((((4-hydroxybutyl)(methyl)carbamoyl)oxy)methyl)thiophen-2-yl) Methyl-2-methylpyridin-3-yl)oxy)cyclohexane-1-carboxylate ClC1=CC(=C(S1)CC1=CC=C(C(=N1)C)O[C@@H]1C[C@H](CCC1)C(=O)[O-])COC(N(C)CCCCO)=O